OC1=C(C=CC=C1)C=1N=NC2=CC=C(C=C2C1)N1CC2(CN(C2)C=2C=NN(C2)C(C(=O)OCC)C(C)C)C1 ethyl 2-(4-{6-[3-(2-hydroxyphenyl)cinnolin-6-yl]-2,6-diazaspiro[3.3]heptan-2-yl}pyrazol-1-yl)-3-methylbutanoate